(2R,3R)-3-((1-(2,3,4,5-tetrafluorophenyl-phenyl)-1H-1,2,3-triazol-4-yl)-methoxy)-2-(2,4-difluorophenyl)-1-(1H-1,2,4-triazol-1-yl)butan-2-ol Methyl-Pyruvate CCC(C(=O)O[C@](CN1N=CN=C1)([C@@H](C)OCC=1N=NN(C1)C1=C(C=CC=C1)C1=C(C(=C(C(=C1)F)F)F)F)C1=C(C=C(C=C1)F)F)=O